1-(4-fluoro-2-isopropylphenyl)-7-methyl-3-(2-methyl-6-oxo-1,6-dihydropyridin-3-yl)-2,3-dihydroquinazolin-4(1H)-one FC1=CC(=C(C=C1)N1CN(C(C2=CC=C(C=C12)C)=O)C1=C(NC(C=C1)=O)C)C(C)C